OCC1=NC=C(C(=C1C)OC)C 2-hydroxymethyl-4-methoxy-3,5-dimethyl-pyridine